C(#N)CCCCOC1=CC=2CC[N+]3=C(C2C=C1OC)C(=C1C=CC(=C(C1=C3)OC)OC)CCCCCCC#N 3-(4-cyanobutoxy)-13-(6-cyanohexyl)-2,9,10-trimethoxy-5,6-dihydroisoquinolino[3,2-a]isoquinolin-7-ium